CC1(CC=CC=C1)N 1-methylphenylamine